FC1=C2N(C=3CCCCC13)CCNC2=O 10-Fluoro-1H,2H,3H,4H,6H,7H,8H,9H-pyrazino[1,2-a]indol-1-one